C(C)(C)(C)OC(=O)N1C(CN(CC1)C=1C=NC(=C(C1)C)NC(C1=CC=CC=C1)C1=CC=CC=C1)(C)C 4-(6-((benzhydryl)amino)-5-methylpyridin-3-yl)-2,2-dimethylpiperazine-1-carboxylic acid tert-butyl ester